6-[m-(benzylaminosulfonyl)phenyl]-4-(cyclobutylamino)-1,3,5-triazanaphthalene C(C1=CC=CC=C1)NS(=O)(=O)C=1C=C(C=CC1)C=1N=C2C(=NC=NC2=CC1)NC1CCC1